C1(=CC=CC=C1)NCCC[Si](O)(O)O N-phenyl-3-aminopropyl-silanetriol